CS(=O)(=O)O[Pd]C1=C(C=CC=C1)C1=C(C=CC=C1)N [2'-amino-[1,1'-biphenyl]-2-yl]palladio methanesulfonate